FC(C(=O)[O-])(F)F.FC(C(=O)[O-])(F)F.C(C1=CC=CC=C1)(C1=CC=CC=C1)[N+]1=CC(=CC=C1)CC(=O)NN.C(C1=CC=CC=C1)(C1=CC=CC=C1)[N+]1=CC(=CC=C1)CC(=O)NN 2-(1-benzhydrylpyridin-1-ium-3-yl)acethydrazide bistrifluoroacetate